benzyl (rac)-3-(7-nitro-3-oxo-3,4-dihydro-2H-benzo[b][1,4]oxazin-2-yl)propanoate [N+](=O)([O-])C=1C=CC2=C(O[C@@H](C(N2)=O)CCC(=O)OCC2=CC=CC=C2)C1 |r|